5-amino-7-(3-cyanophenyl)-N-ethyl-8-(3-fluoropyridin-4-yl)imidazo[1,2-c]pyrimidine-2-carboxamide NC1=NC(=C(C=2N1C=C(N2)C(=O)NCC)C2=C(C=NC=C2)F)C2=CC(=CC=C2)C#N